5-(4-(dimethoxymethyl)piperidin-1-yl)-4-fluoro-3-hydroxyisobenzofuran-1(3H)-one COC(C1CCN(CC1)C=1C(=C2C(OC(C2=CC1)=O)O)F)OC